2-(4-[4-[2-(2,2-difluoroethoxy)-4-fluorophenyl]-1-oxo-1,3-dihydro-2H-pyrrolo[3,4-c]pyridin-2-yl]phenyl)-2-methyl-propanenitrile FC(COC1=C(C=CC(=C1)F)C1=NC=CC2=C1CN(C2=O)C2=CC=C(C=C2)C(C#N)(C)C)F